tert-butyl N-((2-bromo-3,5,6-trifluorophenyl)sulfonyl)-N-(2-chloro benzyl)glycinate BrC1=C(C(=C(C=C1F)F)F)S(=O)(=O)N(CC(=O)OC(C)(C)C)CC1=C(C=CC=C1)Cl